6,6'-dimethyl-5,5'-diaminobiphenyl ethyl-4-(3-((1-(4-chlorophenyl)-2-oxo-2-(6-(trifluoromethoxy)indolin-1-yl)ethyl)amino)-5-methoxyphenoxy)-3-methylbutanoate C(C)OC(CC(COC1=CC(=CC(=C1)OC)NC(C(N1CCC2=CC=C(C=C12)OC(F)(F)F)=O)C1=CC=C(C=C1)Cl)C)=O.CC1=C(C=CC=C1C1=CC=CC(=C1C)N)N